FC1([C@H](C2=C(N(N=C2C(F)(F)F)C2=CC=C(C=C2)F)C1)O)F (4S)-5,5-difluoro-1-(4-fluorophenyl)-3-(trifluoromethyl)-4,6-dihydro-cyclopenta[c]pyrazol-4-ol